(R)-nonan-2-amine C[C@H](CCCCCCC)N